12-azatricyclo[6.3.1.02,7]Dodec-2,4,6,10-tetraen-9-one C12C3=CC=CC=C3C(C(C=C1)=O)N2